4-(6-((4-(4-(difluoromethyl)phenyl)-1-methyl-1H-1,2,3-triazol-5-yl)methoxy)pyridazin-3-yl)piperazin-2-one FC(C1=CC=C(C=C1)C=1N=NN(C1COC1=CC=C(N=N1)N1CC(NCC1)=O)C)F